5-(1H-indazol-3-yl)-3-methylisoindolin-1-one N1N=C(C2=CC=CC=C12)C=1C=C2C(NC(C2=CC1)=O)C